Cl.Cl.N1N=C(C=C1)C1CNCC12CCC2 8-(1H-pyrazol-3-yl)-6-azaspiro[3.4]octane dihydrochloride